CC1(OB(OC1(C)C)C1=C2CNC(C2=CC=C1)=O)C 4-(4,4,5,5-tetramethyl-1,3,2-dioxaborolan-2-yl)isoindolin-1-one